CC(C(=O)OCCNC(N(CCCCCCNC(NCCOC(C(=C)C)=O)=O)CCC[Si](OC)(OC)OC)=O)=C 4,13-dioxo-5-(3-(trimethoxysilyl)propyl)-3,5,12,14-tetraazahexadecane-1,16-diyl bis(2-methyl acrylate)